chloro-[2,5-difluoro-4-(trifluoromethyl)phenyl]zinc Cl[Zn]C1=C(C=C(C(=C1)F)C(F)(F)F)F